Brassylat C(CCCCCCCCCCCC(=O)[O-])(=O)[O-]